6,6'-(perfluoropropane-2,2-diyl)bis(3-(2,3,4-trifluorophenyl)-3,4-dihydro-2H-benzo[e][1,3]oxazine) FC(C(C(F)(F)F)(C=1C=CC2=C(CN(CO2)C2=C(C(=C(C=C2)F)F)F)C1)C=1C=CC2=C(CN(CO2)C2=C(C(=C(C=C2)F)F)F)C1)(F)F